5-Chloro-3-nitro-1H-pyrrolo[3,2-b]pyridine ClC1=CC=C2C(=N1)C(=CN2)[N+](=O)[O-]